4-(((Z)-3-(4-chlorophenyl)-5-((Z)-5-fluoro-2-oxoindoline-3-ylidene)-4-oxothiazolidin-2-ylidene)amino)benzenesulphonamide ClC1=CC=C(C=C1)N1/C(/S\C(\C1=O)=C\1/C(NC2=CC=C(C=C12)F)=O)=N/C1=CC=C(C=C1)S(=O)(=O)N